5-chloro-6-cyclobutyl-2-((2s,6r)-2-methyl-6-(trifluoromethyl)morpholino)-N-(2-sulfamoylpyridin-4-yl)nicotinamide ClC=1C(=NC(=C(C(=O)NC2=CC(=NC=C2)S(N)(=O)=O)C1)N1C[C@@H](O[C@H](C1)C(F)(F)F)C)C1CCC1